3-((tert-butyldimethylsilyl)oxy)cycloheptan-1-ol cobalt [Co].[Si](C)(C)(C(C)(C)C)OC1CC(CCCC1)O